C[C@H]1C[C@@]2(CN1C(=O)OC(C)(C)C)CC=1C(=CN=CC1)O2 tert-butyl (2R,5'S)-5'-methyl-3H-spiro[furo[2,3-c]pyridine-2,3'-pyrrolidine]-1'-carboxylate